6-(6-bromopyridin-3-yl)-5-(2-chloroethyl)-1-phenyl-1,5-dihydro-4H-pyrazolo[3,4-d]pyrimidin-4-one BrC1=CC=C(C=N1)C=1N(C(C2=C(N1)N(N=C2)C2=CC=CC=C2)=O)CCCl